COC=1C=C(OC=2C(=CC(N(C2)C)=O)C2=CN(C(C=C2)=O)C)C=CC1 5'-(3-methoxyphenoxy)-1,1'-dimethyl-[3,4'-bipyridine]-2',6(1H,1'H)-dione